N-(2-pyridylmethyl)-N'-(2-phenyl-5,6,7,8-tetrahydro-8-quinolinyl)-1,4-xylylenediamine N1=C(C=CC=C1)CNCC1=CC=C(C=C1)CNC1CCCC=2C=CC(=NC12)C1=CC=CC=C1